C12CNCC(CC1)N2C=2C=C1C=NC(C1=CC2)=O 5-(3,8-diazabicyclo[3.2.1]octane-8-yl)-1-oxoisoindole